COC1=C2C(=CN=C1C(C(F)(F)F)OC)N(N=C2N)C 4-Methoxy-1-methyl-5-(2,2,2-trifluoro-1-methoxy-ethyl)pyrazolo[3,4-c]pyridin-3-amine